(R)-4-benzyl-3-((S)-4,4,4-trifluoro-2-(methoxymethyl)butanoyl)oxazolidin-2-one C(C1=CC=CC=C1)[C@H]1N(C(OC1)=O)C([C@@H](CC(F)(F)F)COC)=O